C(C)O[Si](CCCSSSSCCC[Si](OCC)(OCC)OCC)(OCC)OCC Bis-(gamma-triethoxysilylpropyl) tetrasulfide